2-(azepan-1-yl)-N-(3-bromoimidazo[1,2-a]pyridin-6-yl)-5-(trifluoromethyl)-pyridine-3-carboxamide N1(CCCCCC1)C1=NC=C(C=C1C(=O)NC=1C=CC=2N(C1)C(=CN2)Br)C(F)(F)F